1-[1-(1-Cyclopropylethyl)-1H-pyrazol-4-yl]-5-methoxy-3-(1-phenyl-1H-pyrazol-5-yl)pyridazin-4(1H)-one C1(CC1)C(C)N1N=CC(=C1)N1N=C(C(C(=C1)OC)=O)C1=CC=NN1C1=CC=CC=C1